FC1=C(C=C(C=C1)[N+](=O)[O-])NCCC(C)(O)C 4-((2-fluoro-5-nitrophenyl)amino)-2-methylbutan-2-ol